FC1=C2C=C(C=NC2=CC(=C1)F)NC1=NC(=NC=C1)NC1=CC(=C(C=C1)OC1CC(C1)N(C)C)OC 4-(5,7-difluoro-3-quinolylamino)-2-{3-methoxy-4-[(1s,3s)-3-(dimethylamino)cyclobutoxy]phenylamino}pyrimidine